3-(1-oxo-5-(((1S,2R)-2-((pyridin-2-ylmethyl)amino)cyclopentyl)oxy)isoindolin-2-yl)piperidine-2,6-dione O=C1N(CC2=CC(=CC=C12)O[C@@H]1[C@@H](CCC1)NCC1=NC=CC=C1)C1C(NC(CC1)=O)=O